tert-Butyl 4-((5-(hydroxymethyl)furan-2-yl)methyl)piperidine-1-carboxylate OCC1=CC=C(O1)CC1CCN(CC1)C(=O)OC(C)(C)C